(2S,3'S)-1'-((2-bromophenyl)sulfonyl)-3'-hydroxy-3-phenyl-5H-spiro[furan-2,2'-indoline]-5-one BrC1=C(C=CC=C1)S(=O)(=O)N1[C@]2([C@H](C3=CC=CC=C13)O)OC(C=C2C2=CC=CC=C2)=O